C12CNCC(CC1)N2C=2SC=1CN(CCC1N2)C(C(C(C)C)(C)C)=O 1-(2-(3,8-diazabicyclo[3.2.1]octan-8-yl)-6,7-dihydrothiazolo[5,4-c]pyridin-5(4H)-yl)-2,2,3-trimethylbutan-1-one